[O-2].[Li+].[Mn+2].[Ni+2] nickel manganese Lithium oxide